C(C)(C)N(P(OCCC#N)OCCCCCCCCCCCCCCCC)C(C)C 2-cyanoethyl hexadecyl diisopropylphosphoramidite